2-chloro-4-(methyl-d3)pyridine ClC1=NC=CC(=C1)C([2H])([2H])[2H]